[C@H]12[C@@H](C[C@H](CC1)C2)NC(CN2C(C(=CC=C2)NC([C@H](CCC(C(=O)NC2CCCC2)=O)NC(=O)C=2N=C1SC=CN1C2)=O)=O)=O (S)-N1-(1-(2-((1S,2R,4R)-bicyclo[2.2.1]heptan-2-ylamino)-2-oxoethyl)-2-oxo-1,2-dihydropyridin-3-yl)-N6-cyclopentyl-2-(imidazo[2,1-b]thiazole-6-carboxamido)-5-oxohexanediamide